(2-bromo-3,6-difluorobenzyl)-7-azabicyclo[2.2.1]heptane BrC1=C(CC23CCC(CC2)N3)C(=CC=C1F)F